(1s,3s)-3-((5-(1-(2,2-difluoroethyl)-2-methyl-1H-imidazo[4,5-b]pyrazin-6-yl)-7H-pyrrolo[2,3-d]pyrimidin-2-yl)amino)-N,N,1-trimethylcyclobutane-1-carboxamide FC(CN1C(=NC=2C1=NC(=CN2)C2=CNC=1N=C(N=CC12)NC1CC(C1)(C(=O)N(C)C)C)C)F